COC(=O)C=1C=NN(C1)C=1C=C2C(=NN(C2=CC1)C(C)C)C#N 1-(3-cyano-1-isopropyl-1H-indazol-5-yl)-1H-pyrazole-4-carboxylic acid methyl ester